Methyl 2-(2-(2-methoxyphenyl) butyrylamino)-5-carbamoyl-4-methylthiophene-3-carboxylate COC1=C(C=CC=C1)C(C(=O)NC=1SC(=C(C1C(=O)OC)C)C(N)=O)CC